C(C)(C)(C)C=1C=C(C=C(C1O)C(C)(C)C)CCC(=O)OCC(COC(CCC1=CC(=C(C(=C1)C(C)(C)C)O)C(C)(C)C)=O)(COC(CCC1=CC(=C(C(=C1)C(C)(C)C)O)C(C)(C)C)=O)COC(CCC1=CC(=C(C(=C1)C(C)(C)C)O)C(C)(C)C)=O pentaerythritol tetrakis(3-(3,5-di-tert-butyl-4-hydroxy-phenyl)-propionate)